C(C)OC(=O)C1=C(C2=C3C=CC=NC3=CC=C2O1)NC[C@@H](CO)N (S)-1-((2-amino-3-hydroxypropyl)amino)furo[3,2-f]quinoline-2-carboxylic acid ethyl ester